Tetrakis(tert-butyloxy)tellurane C(C)(C)(C)OC1(C([Te]CCC1)(OC(C)(C)C)OC(C)(C)C)OC(C)(C)C